(S)-2-amino-3-(4-(5-methyl-1,3,4-oxadiazol-2-yl)phenyl)propanamide Ethyl-4-methyloctanoate C(C)OC(CCC(CCCC)C)=O.N[C@H](C(=O)N)CC1=CC=C(C=C1)C=1OC(=NN1)C